bromo-3-nitrostyrene BrC=CC1=CC(=CC=C1)[N+](=O)[O-]